5-iodo-3-((thiazol-2-ylmethyl)amino)-4H-benzo[e][1,2,4]thiadiazine 1,1-dioxide IC1=CC=CC2=C1NC(=NS2(=O)=O)NCC=2SC=CN2